FC1=CC=C(C=C1)C=1N=NN(N1)C1CCN(CC1)C(CC1=NC=NN1C)=O 1-(4-(5-(4-fluorophenyl)-2H-tetrazol-2-yl)piperidin-1-yl)-2-(1-methyl-1H-1,2,4-triazol-5-yl)ethan-1-one